NC=1N=NC(=CC1OC1CN(CCC1)C=1C=C(OCCN2CCN(CC2)C(=O)OC(C)(C)C)C=CC1)C1=C(C=CC=C1)O tert-butyl 4-(2-(3-(3-((3-amino-6-(2-hydroxyphenyl)pyridazin-4-yl)oxy)piperidin-1-yl)phenoxy)ethyl)piperazine-1-carboxylate